6-[1-(1,4-dioxaspiro[4.5]decan-8-yl)pyrazol-4-yl]-4-[6-[9-(2-pyridylmethyl)-3-oxa-7,9-diazabicyclo[3.3.1]nonan-7-yl]-3-pyridyl]pyrazolo[1,5-a]pyrazine-3-carbonitrile O1CCOC12CCC(CC2)N2N=CC(=C2)C=2N=C(C=1N(C2)N=CC1C#N)C=1C=NC(=CC1)N1CC2COCC(C1)N2CC2=NC=CC=C2